C(C1=CC=CC=C1)#N benzonitrile